1-Hydroxy-5-ethoxy-5-oxopentane-1-sulfinic acid OC(CCCC(=O)OCC)S(=O)O